(2-((2S,3R)-2-(cyclopentyloxy)-3-(3,5-dimethoxy-4-methylphenyl)-3-hydroxypropyl)-5-methylthiazol-4-yl)acetic acid C1(CCCC1)O[C@@H](CC=1SC(=C(N1)CC(=O)O)C)[C@H](O)C1=CC(=C(C(=C1)OC)C)OC